N-(3-(1,1-difluoroethyl)phenyl)-1-(4-(difluoromethoxy)phenyl)-N,3-dimethyl-5-oxo-4,5-dihydro-1H-pyrazole-4-carboxamide FC(C)(F)C=1C=C(C=CC1)N(C(=O)C1C(=NN(C1=O)C1=CC=C(C=C1)OC(F)F)C)C